CN1C(CC(C1)C)C 1,2,4-trimethylpyrrolidine